(1,1-dioxidotetrahydro-2H-thiopyran-4-yl)methyl methanesulfonate CS(=O)(=O)OCC1CCS(CC1)(=O)=O